OC1=C(C=CC(=C1)C(F)(F)F)C=1C2=C(C(=NN1)N[C@H]1CN(CCC1)C(=O)OC(C)(C)C)COC2 tert-butyl (3R)-3-({4-[2-hydroxy-4-(trifluoromethyl)phenyl]-5H,7H-furo[3,4-d]pyridazin-1-yl}amino)piperidine-1-carboxylate